ClC1=CC(=C(C2=C1NC(=N2)C(F)(F)F)N2C(N(C(=CC2=O)C(F)(F)F)C)=O)F 3-[7-Chloro-5-fluoro-2-(trifluoromethyl)-1H-benzimidazol-4-yl]-1-methyl-6-(trifluoromethyl)pyrimidin-2,4(1H,3H)-dione